[C].[Ru].[Pt] platinum-ruthenium carbon